The molecule is an emericellamide derived from N-[(3S,4S)-3-hydroxy-4-methyldecanoyl]glycyl-L-valyl-L-leucyl-L-alanyl-L-alanine by the formal intramolecular condensation of the alcoholic hydroxy group with the C-terminal carboxylic acid group. CCCCCC[C@H](C)[C@@H]1CC(=O)NCC(=O)N[C@H](C(=O)N[C@H](C(=O)N[C@H](C(=O)N[C@H](C(=O)O1)C)C)CC(C)C)C(C)C